C1(CC1)C1=NC=NC(=C1C1=NC=C(C(=N1)OCC1=CC(=C(C(=C1)F)N1N=C(C=C1C)C(F)(F)F)OCC)OC)OC 4'-cyclopropyl-4-((3-ethoxy-5-fluoro-4-(5-methyl-3-(trifluoromethyl)-1H-pyrazol-1-yl)benzyl)oxy)-5,6'-dimethoxy-2,5'-bipyrimidine